C(C)(C)(C)OC(=O)N1C[C@@H](N(CC1)C1=NC=CC2=C1C(=CN2S(=O)(=O)C2=CC=C(C)C=C2)C2=C(C=CC=C2)F)C (S)-4-(3-(2-fluorophenyl)-1-tosyl-1H-pyrrolo[3,2-c]pyridin-4-yl)-3-methylpiperazine-1-carboxylic acid tert-butyl ester